C(CCC)C1=NC2(C(N1CC1=CC(=C(C=C1)C=1C(=CC=CC1)S(=O)(=O)NC1=NOC(=C1Cl)C)CC#N)=O)CCCC2 4'-((2-butyl-4-oxo-1,3-diazaspiro[4.4]non-1-en-3-yl)methyl)-N-(4-chloro-5-methylisoxazol-3-yl)-2'-(cyanomethyl)-[1,1'-biphenyl]-2-sulfonamide